2,5-dimethylpiperazin-1-yl-methanone CC1N(CC(NC1)C)C=O